(3aR,5s,6aS)-5-cyanohexahydrocyclopenta[c]pyrrole-2(1H)-carboxylic acid tert-butyl ester C(C)(C)(C)OC(=O)N1C[C@@H]2[C@H](C1)CC(C2)C#N